ClC1=C(C=C(C=C1)C=1N=C(SC1SC(C)C)N1N=C(C(=C1C(=O)O)C1=CC(=CC=C1)F)C)C(=O)N1CCOCC1 1-(4-(4-Chloro-3-(morpholine-4-carbonyl)phenyl)-5-(isopropylsulfanyl)thiazol-2-yl)-4-(3-fluorophenyl)-3-methyl-1H-pyrazole-5-carboxylic acid